The molecule is a member of the class of resolvins that is (5Z,8Z,11Z,13E,15E)-icosapentaenoic acid which is substituted at positions 17 and 18 by hydroxy groups (the 17,18S stereoisomer). It has a role as an anti-inflammatory agent. It is a resolvin, a secondary allylic alcohol, a diol and a hydroxy polyunsaturated fatty acid. CC[C@@H](C(/C=C/C=C/C=C\\C/C=C\\C/C=C\\CCCC(=O)O)O)O